ethyl 6-hydroxy-2-((2-methoxyphenyl)amino)benzo[d]oxazole-5-carboxylate (Ethyl 6-hydroxy-2-((2-methoxyphenyl) amino)benzo[d]oxazole-5-carboxylate) C(C)C1=C(C(=CC2=C1N=C(O2)NC2=C(C=CC=C2)OC)O)C(=O)O.OC2=CC1=C(N=C(O1)NC1=C(C=CC=C1)OC)C=C2C(=O)OCC